C1(CCCCC1)NC1=C(C=C(C=C1)S(=O)(=O)NCCNC(OC(C)(C)C)=O)[N+](=O)[O-] tert-butyl (2-((4-(cyclohexylamino)-3-nitrophenyl)sulfonamido)ethyl)carbamate